C(#N)C1=CC(=C(C=C1F)NS(=O)(=O)C1=CNC2=CC(=CC=C12)C)F N-(4-cyano-2,5-difluorophenyl)-6-methyl-1H-indole-3-sulfonamide